3,7-dimethyl-8-(methylsulfonyl)-1-phenyl-1H-purine-2,6(3H,7H)-dione CN1C(N(C(C=2N(C(=NC12)S(=O)(=O)C)C)=O)C1=CC=CC=C1)=O